FC1(CCN(CCC1)C1=C(C=C2C(=N1)CCC2)C(=O)O)F 2-(4,4-difluoroazepan-1-yl)-6,7-dihydro-5H-cyclopenta[b]pyridine-3-carboxylic acid